The molecule is a monohydroxyflavanone that is (2S)-2',2'-dimethyl-2,3-dihydro-2'H,4H-2,6'-bichromen-4-one carrying a hydroxy substituent at position 7. It has a role as a plant metabolite and an apoptosis inhibitor. It is a monohydroxyflavanone and a member of phenols. It derives from a hydride of a 2H-chromene. CC1(C=CC2=C(O1)C=CC(=C2)[C@@H]3CC(=O)C4=C(O3)C=C(C=C4)O)C